(Z)-1-acetyl-2-((4-azido-6-(morpholine-4-carbonyl)quinolin-2-yl)methylene)indolin-3-one C(C)(=O)N1\C(\C(C2=CC=CC=C12)=O)=C/C1=NC2=CC=C(C=C2C(=C1)N=[N+]=[N-])C(=O)N1CCOCC1